3-(4-benzyloxy-5-methyl-2-propyl-pyrazol-3-yl)-1-methyl-1,2,4-triazole C(C1=CC=CC=C1)OC1=C(N(N=C1C)CCC)C1=NN(C=N1)C